(S)-1-(3-hydroxypropyl)pyrrolidine-3-carbonitrile OCCCN1C[C@H](CC1)C#N